2-Amino-7-fluoro-4-(5-fluoro-3-((1-(((S)-3-fluoropyrrolidin-1-yl)methyl)cyclopropyl)methoxy)-7,9-dihydrofuro[3,4-f]quinazolin-6-yl)thieno[3,2-c]pyridine-3-carbonitrile NC1=C(C=2C(=NC=C(C2S1)F)C=1C2=C(C=3C=NC(=NC3C1F)OCC1(CC1)CN1C[C@H](CC1)F)COC2)C#N